3-(3-hydroxypropoxy)azetidine hydrochloride Cl.OCCCOC1CNC1